3-nitroacetophenone CC(=O)C1=CC(=CC=C1)[N+](=O)[O-]